ClC(C(=O)OC12CC3CC(CC(C1)C3)C2)=C 1-adamantyl α-chloroacrylate